C1(CC1)C1=C(C(=NO1)C1=C(C=CC=C1)C(F)(F)F)C1=CC2(C1)CCN(CC2)C2=NC(=CC(=N2)C(=O)O)C 2-(2-(5-cyclopropyl-3-(2-(trifluoromethyl)phenyl)isoxazol-4-yl)-7-azaspiro[3.5]non-1-en-7-yl)-6-methylpyrimidine-4-carboxylic acid